FC1(CCC(CC1)C(C(=O)O)NC(=O)OC(C)(C)C)F 2-(4,4-Difluorocyclohexyl)-2-({[(2-methylpropan-2-yl)oxy]carbonyl}amino)acetic acid